N-((1s,3s)-3-(6-((4-((1-((2-(2,6-dioxopiperidin-3-yl)-1,3-dioxoisoindoline-5-yl)glycyl)piperidin-4-yl)methoxy)benzyl)amino)-9H-purin-9-yl)cyclobutyl)-6-methylpicolinamide O=C1NC(CC[C@@H]1N1C(C2=CC=C(C=C2C1=O)NCC(=O)N1CCC(CC1)COC1=CC=C(CNC2=C3N=CN(C3=NC=N2)C2CC(C2)NC(C2=NC(=CC=C2)C)=O)C=C1)=O)=O